ClC1=CC=C(OC(CO)C(C)C)C=C1 2-(4-chloro-phenoxy)-3-methyl-butane-1-ol